methyl (S)-4-((2-(((benzyloxy)carbonyl)amino)-3-((2-(tert-butoxy)-2-oxoethyl)amino)-3-oxopropyl)carbamoyl)benzoate C(C1=CC=CC=C1)OC(=O)N[C@@H](CNC(=O)C1=CC=C(C(=O)OC)C=C1)C(=O)NCC(=O)OC(C)(C)C